BrC1=CC(=C2N(C1=O)C1(CN(CCN(C1)C(=O)OC(C)(C)C)C(=O)OC(C)(C)C)NC2=O)Cl di-tert-butyl 6-bromo-8-chloro-1,5-dioxo-1,5-dihydro-2H-spiro[imidazo[1,5-a]pyridine-3,6'-[1,4]diazepane]-1',4'-dicarboxylate